CN1[C@@H]([C@H](CC1=O)C(=O)NCCOCCNC(OC(C)(C)C)=O)C=1C=NC=CC1 tert-Butyl (2-(2-((2S,3S)-1-methyl-5-oxo-2-(pyridin-3-yl)pyrrolidine-3-carboxamido) ethoxy)ethyl)carbamate